BrC=1C(=C(C=CC1)C1=CC=C(C(=N1)OC)CNC[C@@H]1CCC(N1)=O)Cl (S)-5-((((6-(3-bromo-2-chlorophenyl)-2-methoxypyridin-3-yl)methyl)-amino)-methyl)-pyrrolidin-2-one